5-cyano-6-(2,6-dimethylpyridin-4-yl)benzene C(#N)C=1C=CC=CC1C1=CC(=NC(=C1)C)C